6'-[4-({[3-(6-methylpyridazin-4-yl)phenyl]methyl}amino)-4-oxobutoxy]-2',3'-dihydrospiro[cyclohexane-1,1'-indene]-4-carboxylic acid CC1=CC(=CN=N1)C=1C=C(C=CC1)CNC(CCCOC1=CC=C2CCC3(C2=C1)CCC(CC3)C(=O)O)=O